6-(((2-methylquinolin-6-yl)methoxy)pyridin-2-yl)piperidine-1-carboxylate CC1=NC2=CC=C(C=C2C=C1)COC=1C(=NC=CC1)C1CCCCN1C(=O)[O-]